1-[3-(4-Bromo-2-methyl-2H-pyrazol-3-yl)-4-hydroxy-phenyl]-3-(4-chloro-phenyl)-urea BrC1=C(N(N=C1)C)C=1C=C(C=CC1O)NC(=O)NC1=CC=C(C=C1)Cl